FC1=C(C=C(C=C1)[N+](=O)[O-])NC(=O)C=1NC=CN1 N-(2-fluoro-5-nitrophenyl)-1H-imidazole-2-carboxamide